(S)-4-chloro-3-(4-(2-(4,4-difluorocyclohexyl)-2-(1-methyl-1H-pyrazole-5-carboxamido)acetamido)phenyl)-2-methylpyridine 1-oxide ClC1=C(C(=[N+](C=C1)[O-])C)C1=CC=C(C=C1)NC([C@@H](NC(=O)C1=CC=NN1C)C1CCC(CC1)(F)F)=O